tert-butyl 4-hydroxy-6-methyl-5H,6H,7H,8H-pyrido[3,4-d]pyrimidine-7-carboxylate OC=1C2=C(N=CN1)CN(C(C2)C)C(=O)OC(C)(C)C